C(C1=CC=CC=C1)(=O)ON1C(CCC1=O)=O 2,5-Dioxopyrrolidin-1-yl benzoate